ClC1=C(C(=O)N2COC3=C(C2)C=CC=C3C3=CC(=C(C(=O)OC)C=C3F)N3C2COCC3CC2)C(=CC(=C1)N1CC(C1)(C)O)Cl methyl 4-[3-[2,6-dichloro-4-(3-hydroxy-3-methylazetidin-1-yl)benzoyl]-2,4-dihydro-1,3-benzoxazin-8-yl]-5-fluoro-2-(3-oxa-8-azabicyclo[3.2.1]octan-8-yl)benzoate